ClC=1C(=NC(=NC1)N[C@@H]1CC[C@H](CC1)C(=O)NC)C=1C=NN(C1)C1=CC=C(C=C1)F trans-(1r,4r)-4-((5-chloro-4-(1-(4-fluorophenyl)-1H-pyrazol-4-yl)pyrimidin-2-yl)amino)-N-methylcyclohexane-1-carboxamide